N1=C(C(=CC=C1)C=1C(=NC=CC1)C)C(=O)[O-] bipicolinate